CC1(N=C(OC1C1=CC=CC=C1)N1C[C@H](N(CC1)C([C@H](N)CCCCN1CCCCC1)=O)C(=O)NCC1=CC=2C=NC=CC2S1)C (2S)-4-(4,4-dimethyl-5-phenyl-4,5-dihydro-1,3-oxazol-2-yl)-1-(6-piperidin-1-yl-D-norleucyl)-N-(thieno[3,2-c]pyridin-2-ylmethyl)piperazine-2-carboxamide